(2,4-dimethoxybenzyl)-7-fluoroquinoline-2,4-diamine COC1=C(CC=2C(=NC3=CC(=CC=C3C2N)F)N)C=CC(=C1)OC